2-(2-hydroxy-5-methylbenzyl)cyclohexan-1-one OC1=C(CC2C(CCCC2)=O)C=C(C=C1)C